OC1=C(C=NNC(C2=CC=C(C=C2)C(=C(C2=CC=CC=C2)C2=CC=CC=C2)C2=CC=CC=C2)=O)C=CC=C1OC N'-(2-hydroxy-3-methoxybenzylidene)-4-(1,2,2-triphenylvinyl)benzoyl-hydrazine